C1CCN(C1)C(=[N+]2CCCC2)ON3C4=CC=CC=C4N=N3.F[P-](F)(F)(F)(F)F O-(benzotriazol-1-yl)-N,N,N',N'-bis(Tetramethylene)uronium hexafluorophosphate